2-fluoro-1-(3-(2-(4-(trifluoromethyl)phenyl)quinazolin-4-yl)azetidin-1-yl)prop-2-en-1-one FC(C(=O)N1CC(C1)C1=NC(=NC2=CC=CC=C12)C1=CC=C(C=C1)C(F)(F)F)=C